COC=1C=C2C(=CNC2=CC1)C(C(=O)Cl)=O 2-(5-methoxy-1H-indol-3-yl)-2-oxoacetyl chloride